1-(4-hydroxy-3,6-dimethyl-2-tetrahydropyran-4-yl-8-quinolyl)ethanone OC1=C(C(=NC2=C(C=C(C=C12)C)C(C)=O)C1CCOCC1)C